4-(2-Imidazol-1-yl-ethylamino)-1,7,11b-triaza-benzo[c]fluorene-6-carboxylic acid methylamide CNC(=O)C1=CC2=C(N3C=4C=CC=CC4N=C13)N=CC=C2NCCN2C=NC=C2